7-((2S,5R)-2,5-diethyl-4-(3-(trifluoromethyl)benzoyl)piperazin-1-yl)-4-methyl-2,4-dihydro-5H-pyrazolo[4,3-b]pyridin-5-one C(C)[C@@H]1N(C[C@H](N(C1)C(C1=CC(=CC=C1)C(F)(F)F)=O)CC)C=1C=2C(N(C(C1)=O)C)=CNN2